FC(C1=CC=C(C(=N1)OC)[C@H]1[C@@H](O[C@]([C@H]1C)(C(F)(F)F)C)C(=O)NC=1C=NC(=CC1)CO)F |r| rac-(2R,3S,4S,5R)-3-(6-(difluoromethyl)-2-methoxypyridin-3-yl)-N-(6-(hydroxymethyl)pyridin-3-yl)-4,5-dimethyl-5-(trifluoromethyl)tetrahydrofuran-2-carboxamide